C(C)(C)(C)C=1SC(=CN1)C(=O)N1CC2(CNC2)[C@@H](C1)COCC1=NC(=CC=C1)Br tert-butyl-(s)-(8-(((6-bromopyridin-2-yl)methoxy)methyl)-2,6-diazaspiro[3.4]octan-6-yl)(thiazol-5-yl)methanone